2-phenylpropenamido-3-(4-hydroxyphenyl)-propionic acid C1(=CC=CC=C1)C(C(=O)NC(C(=O)O)CC1=CC=C(C=C1)O)=C